ClC=1C(=NC(=CC1)OC(C)C)C(=O)NC 3-chloro-6-isopropoxy-N-methylpicolinamide